N,N-diethyl-N-cyclohexylamine C(C)N(C1CCCCC1)CC